4-((2,4-dichloro-5-methoxyphenyl)amino)-7-(3-(4-(5-(2-(2,6-dioxopiperidin-3-yl)-1,3-dioxoisoindolin-4-yl)pentanoyl)piperazin-1-yl)propoxy)-6-methoxyquinoline-3-carbonitrile ClC1=C(C=C(C(=C1)Cl)OC)NC1=C(C=NC2=CC(=C(C=C12)OC)OCCCN1CCN(CC1)C(CCCCC1=C2C(N(C(C2=CC=C1)=O)C1C(NC(CC1)=O)=O)=O)=O)C#N